[Na+].C1(CCCCC1)NS(=O)(=O)[O-] Cyclohexanesulfamic acid sodium salt